2-(1-Adamantyl)-N-(3,4-diaminophenyl)acetamide C12(CC3CC(CC(C1)C3)C2)CC(=O)NC2=CC(=C(C=C2)N)N